N-((5-chloro-6-((3-methylisoxazol-5-yl)methoxy)-1H-indol-2-yl)methyl)acetamide ClC=1C=C2C=C(NC2=CC1OCC1=CC(=NO1)C)CNC(C)=O